Cl.CNC1CC1 N-methyl(cyclopropyl)amine hydrochloride